C(N)(=O)C=1C=C(C=NC1)B(O)O 5-carbamoylpyridine-3-boronic acid